trimethyl-N-(tert-butoxycarbonyl)-2-phosphonoglycine COC(C(N(C(=O)OC(C)(C)C)C)(P(=O)(O)O)C)=O